BrC1=CN(C2=NC=C(C=C21)C(=O)NC(CC2=C(C=CC=C2)F)(CC(=C)C)C)C 3-bromo-N-(1-(2-fluorophenyl)-2,4-dimethylpent-4-en-2-yl)-1-methyl-1H-pyrrolo[2,3-b]pyridine-5-carboxamide